2-chloro-7-cyclopentyl-N,N-dimethyl-7H-pyrrolo[2,3-d]pyrimidine-6-carbamide ClC=1N=CC2=C(N1)N(C(=C2)C(=O)N(C)C)C2CCCC2